NC1=NC=CC(=C1[N+](=O)[O-])C=1C=NN(C1)C1=CC=C(C=N1)C(C(F)(F)F)(O)C1CCN(CC1)C 1-(6-(4-(2-amino-3-nitropyridin-4-yl)-1H-pyrazol-1-yl)pyridin-3-yl)-2,2,2-trifluoro-1-(1-methylpiperidin-4-yl)ethanol